CS(=O)(=O)OCC1(CC1)S(=O)(=O)C1(CC1)COCC1=CC=CC=C1 (1-((1-((benzyloxy)methyl)cyclopropyl) sulfonyl)cyclopropyl)methyl methanesulfonate